C(#N)C(C(=O)O)=CC=1C=CC=2N(C3=CC=C(C=C3C2C1)C1=CC=C(C=C1)N(C1=CC=CC=C1)C1=CC=CC=C1)CC 2-cyano-3-(6-(4-(diphenylamino)phenyl)-9-ethyl-9H-carbazol-3-yl)acrylic acid